C(C1=CC=CC=C1)N(C(=O)C1C2C(C=C(C1N(C2=O)C2=CC(=CC(=C2)Cl)Cl)C)C)C N-Benzyl-6-(3,5-dichlorophenyl)-N,2,4-trimethyl-7-oxo-6-azabicyclo[3.2.1]oct-3-en-8-carboxamid